FC(S(=O)(=O)OC1=CC2(C1)CN(CC2)C(=O)OC(C)(C)C)(F)F tert-butyl 2-(trifluoromethanesulfonyloxy)-6-azaspiro[3.4]oct-1-ene-6-carboxylate